OC([C@H](C)NC(=O)C=1C(N(N=C(C1)C1=CC=C(C=C1)C(F)(F)F)C=1C=NNC1)=O)(C)C N-[(2S)-3-Hydroxy-3-methylbutan-2-yl]-3-oxo-2-(1H-pyrazol-4-yl)-6-[4-(trifluoromethyl)phenyl]-2,3-dihydropyridazine-4-carboxamide